1,3-dibromo-4-(bromomethyl)-2-methoxy-5-nitrobenzene BrC1=C(C(=C(C(=C1)[N+](=O)[O-])CBr)Br)OC